3-hydroxy-2,2-dimethylpropanenitrile OCC(C#N)(C)C